4-(2-fluoro-6-methoxyphenyl)-2-(6-(((3s,5r)-5-(hydroxymethyl)pyrrolidin-3-yl)amino)-4-methylpyridin-2-yl)-2,3-dihydro-1H-pyrrolo[3,4-c]pyridin-1-one FC1=C(C(=CC=C1)OC)C1=NC=CC2=C1CN(C2=O)C2=NC(=CC(=C2)C)N[C@@H]2CN[C@H](C2)CO